N-(1,1-Dioxidobenzo[b]thiophen-6-yl)-2-(4-(trifluoromethyl)phenyl)acetamide O=S1(C2=C(C=C1)C=CC(=C2)NC(CC2=CC=C(C=C2)C(F)(F)F)=O)=O